C[C@@]1(N(CCC1)S(=O)(=O)C=1C(=NC(=CC1)C)OCC[C@@H](CCNC1CCC(CC1)(F)F)C)C(=O)O methyl-((2-(((R)-5-((4,4-difluorocyclohexyl)amino)-3-methylpentyl)oxy)-6-methylpyridin-3-yl)sulfonyl)-L-proline